N4-(3,5-dimethoxy-benzyl)-cyclohexane-1,4-diamine COC=1C=C(CNC2CCC(CC2)N)C=C(C1)OC